1-[(2-ethyl-6-methyl-phenyl)carbamothioyl]-3-[3-[3-[1-[4-(trifluoromethoxy)phenyl]-1H-1,2,4-triazol-3-yl]phenyl]propyl]urea C(C)C1=C(C(=CC=C1)C)NC(=S)NC(=O)NCCCC1=CC(=CC=C1)C1=NN(C=N1)C1=CC=C(C=C1)OC(F)(F)F